4-isopropylpyridyldiphenylmethyl-boron C(C)(C)C1=CC(=NC=C1)[B]C(C1=CC=CC=C1)C1=CC=CC=C1